Benzotriazole-1-yl-oxy-tris(tetrahydropyrrolyl)phosphonium hexafluorophosphate F[P-](F)(F)(F)(F)F.N1(N=NC2=C1C=CC=C2)O[P+](N2CCCC2)(N2CCCC2)N2CCCC2